Bis(tert-Butylperoxyisopropyl)benzol C(C)(C)(C)OOC(C)(C)C1=C(C=CC=C1)C(C)(C)OOC(C)(C)C